(E)-toluene-1,4-diamine CC1(CC=C(C=C1)N)N